ClC=1C=C(C=C(C1)OC1CCC(CC1)C(F)(F)F)C1=CNC2=C1N(C(C=C2)=O)C 3-(3-chloro-5-{[(1r,4r)-4-(trifluoromethyl)-cyclohexyl]oxy}phenyl)-4-methyl-1H,4H,5H-pyrrolo[3,2-b]pyridin-5-one